C1(=NC=CC2=CC=CC=C12)C(=O)O isoquinoline-carboxylic acid